O.O.O.C(C(=O)[O-])(=O)[O-].[Ca+2] calcium Oxalate Trihydrate